CC1(C(NC2=CC(=CC=C12)C=1CCN(CC1)C(=O)OC(C)(C)C)=O)C tert-butyl 4-(3,3-dimethyl-2-oxoindolin-6-yl)-3,6-dihydropyridine-1(2H)-carboxylate